CC1(CC=C(CC1)CCCC(C)C)C=O 1-methyl-4-(4-methylpentyl)-3-cyclohexene-aldehyde